C(C)[S@](=O)(=N)C=1C=C(C=NC1C1=NC=2C(=NC=C(C2)C(F)(F)F)N1C)OC(C#N)(C)C (R)-2-[[5-(ethylsulfonimidoyl)-6-[3-methyl-6-(trifluoromethyl)imidazo[4,5-b]pyridin-2-yl]-3-pyridyl]oxy]-2-methyl-propanenitrile